ClC1=CC(=C2C(=N1)C1(OCC2)COCC1)SCCC(C)(O)C 4-((2'-Chloro-4,5,5',6'-tetrahydro-2H-spiro[furan-3,8'-pyrano[3,4-b]pyridin]-4'-yl)thio)-2-methylbutan-2-ol